NC=1C2=C(N=CN1)N(C1=C2C=2C([C@@H](CC1)O)=C(ON2)C2CC2)C(CF)CF (R)-11-amino-3-cyclopropyl-7-(1,3-difluoropropan-2-yl)-4,5,6,7-tetrahydroisoxazolo[4'',3'':6',7']cyclohepta[1',2':4,5]pyrrolo[2,3-d]pyrimidin-4-ol